(1R,2S,3R,5R)-3-(4-amino-5-(4-benzylthiazol-2-yl)-2-chloro-7H-pyrrolo[2,3-d]pyrimidin-7-yl)-5-(((3-((4-fluorophenethyl)amino)propyl)(methyl)amino)methyl)cyclopentane-1,2-diol NC=1C2=C(N=C(N1)Cl)N(C=C2C=2SC=C(N2)CC2=CC=CC=C2)[C@H]2[C@@H]([C@@H]([C@H](C2)CN(C)CCCNCCC2=CC=C(C=C2)F)O)O